COC=1C(=C2C=CNC2=C(C1)C)CN1C(CC(CC1)N1CC(C1)OC(F)(F)F)C1=CC=C(C(=O)O)C=C1 4-(1-((5-methoxy-7-methyl-1H-indol-4-yl)methyl)-4-(3-(trifluoromethoxy)azetidin-1-yl)piperidin-2-yl)benzoic acid